C(C)C1=CC=C(C=C1)NC(C1=C(C=CC=C1)\C=C\C(=O)NO)=O (E)-N-(4-ethylphenyl)-2-(3-(hydroxyamino)-3-oxoprop-1-en-1-yl)benzamide